tert-Butyl N-[(E)-(2,3-difluorophenyl)methyleneamino]carbamate FC1=C(C=CC=C1F)\C=N\NC(OC(C)(C)C)=O